2-(4-fluoro-2-methylphenoxy)-4-(2-oxopyrrolidin-1-yl)benzoic acid FC1=CC(=C(OC2=C(C(=O)O)C=CC(=C2)N2C(CCC2)=O)C=C1)C